E-7-dodecenyl acetate C(C)(=O)OCCCCCC\C=C\CCCC